FC=1C=C(C=CC1C1=NOC(=N1)C(F)(F)F)C(COC1=CC=C(C=C1)F)=O 1-(3-fluoro-4-(5-(trifluoromethyl)-1,2,4-oxadiazol-3-yl)phenyl)-2-(4-fluorophenoxy)ethan-1-one